COC=1C=C(C=CC1)NC(=O)C1=C(C=CS1)C 5-[(3-methoxyphenyl)carbamoyl]-4-methylthiophene